C1=C(C=CC2=CC=CC=C12)NC(NC(CCCCCCCCCCC)=O)=S 3-(2-naphthyl)-1-dodecanoyl-thiourea